ClC1=NC=2N(C(=C1)NCC1=CC=C(C=C1)C=1C=NC=CC1)N=CC2C(C)C 5-chloro-3-isopropyl-N-(4-(pyridin-3-yl)benzyl)pyrazolo[1,5-a]pyrimidin-7-amine